1-(4-chloro-3-(1,1-difluoro-2-hydroxyethyl)-1-phenyl-1H-pyrazol-5-yl)-3-((3s,4r)-4-(4-fluorophenyl)-1-(2-methoxyethyl)pyrrolidin-3-yl)urea ClC=1C(=NN(C1NC(=O)N[C@@H]1CN(C[C@H]1C1=CC=C(C=C1)F)CCOC)C1=CC=CC=C1)C(CO)(F)F